C1(CCCCC1)C(C(C(=O)[O-])=O)(CC)C cyclohexyl-methyl-2-oxopentanoate